IC1=CC=C(C=C1)S(=O)(=O)C 1-iodo-4-(methylsulfonyl)benzene